(E)-N-[4-[(3-chloro-4-fluorophenyl)amino]-7-[[(3S)-tetrahydro-3-furanyl]oxy]6-quinazolinyl]-4-(dimethylamino)-2-butenamide dimaleate C(\C=C/C(=O)O)(=O)O.C(\C=C/C(=O)O)(=O)O.ClC=1C=C(C=CC1F)NC1=NC=NC2=CC(=C(C=C12)NC(\C=C\CN(C)C)=O)O[C@@H]1COCC1